C(\C=C\CCC)O (E)-Hex-2-enol